ClC1=C(C(=O)N2CCN(CC2)C(=O)OC(C)(C)C)C=CC(=C1)NC(=O)C=1N(C(=CN1)C=1C(=NN(C1)CC#C)C(F)(F)F)C tert-butyl 4-[2-chloro-4-[[1-methyl-5-[1-prop-2-ynyl-3-(trifluoromethyl)pyrazol-4-yl]imidazole-2-carbonyl]amino]benzoyl]piperazine-1-carboxylate